C(C)OC(=O)C=1C=NN(C1N)C1=CC=CC2=CC=CC=C12 1-(1-naphthyl)-5-amino-1H-pyrazole-4-carboxylic acid ethyl ester